FC=1C=C(C=CC1F)N1C(CCC1=O)C=1N=C2N(C=CC(=C2)C=2C(=NOC2C)C)C1C=1SC(=CN1)C(=O)NC 2-(2-(1-(3,4-difluorophenyl)-5-oxopyrrolidin-2-yl)-7-(3,5-dimethylisoxazol-4-yl)imidazo[1,2-a]pyridin-3-yl)-N-methylthiazole-5-carboxamide